(R)-N-(1-(1-(4,4-difluorocyclohexane-1-carbonyl)-2,3-dihydro-1H-indol-5-yl)ethyl)-4-Chlorobenzamide FC1(CCC(CC1)C(=O)N1CCC2=CC(=CC=C12)[C@@H](C)NC(C1=CC=C(C=C1)Cl)=O)F